(1R)-1-[5-(2,4,5-Trimethylphenyl)-1,2,4-oxadiazol-3-yl]-6-azaspiro[2.5]octan-6-sulfonamid CC1=C(C=C(C(=C1)C)C)C1=NC(=NO1)[C@@H]1CC12CCN(CC2)S(=O)(=O)N